O1CCC(=CC1)C1=NC=NC=C1C1=NN2C(C(=N1)NCC1=CC=C(C=C1)C=1N(C=C(N1)C(F)(F)F)C(C)C)=NC=C2 2-(4-(3,6-dihydro-2H-pyran-4-yl)pyrimidin-5-yl)-N-(4-(1-isopropyl-4-(trifluoromethyl)-1H-imidazol-2-yl)benzyl)imidazo[2,1-f][1,2,4]triazin-4-amine